C(C)(=O)N1C2=CC=C(C=C2OC=2C=C(C=CC12)O)O 10-ACETYL-3,7-DIHYDROXYPHENOXAZIN